(1-(4,5-dimethyl-6-oxo-1,6-dihydropyrimidin-2-yl)-3-methyl-1H-pyrazol-5-yl)-3-chloromethyl-benzamide CC=1N=C(NC(C1C)=O)N1N=C(C=C1C1=C(C(=O)N)C=CC=C1CCl)C